2-(3-(1-(3-chloro-5-fluoro-2-((4-methoxyphenoxy)methyl)phenyl)ethyl)-2,5-bisoxoimidazol-1-yl)acetamide 3-methoxy-benzene-1,2-dicarboxylate COC1=C(C(=CC=C1)C(=O)O)C(=O)O.ClC=1C(=C(C=C(C1)F)C(C)N1C(N(C(C1)=O)CC(=O)N)=O)COC1=CC=C(C=C1)OC